iodofluoropropan IC(CC)F